ClC=1C(=NC=CC1C1=NC(=C(C=C1)CNCC1CCC(N1)=O)OC)C1=C(C(=CC=C1)NC1=NC=CC(=C1F)CN1CC(CC1)O)C 5-((((3'-chloro-2'-(3-((3-fluoro-4-((3-hydroxypyrrolidin-1-yl)methyl)pyridin-2-yl)amino)-2-methylphenyl)-6-methoxy-[2,4'-bipyridin]-5-yl)methyl)amino)methyl)pyrrolidin-2-one